N-[3-(1,5-dimethyl-6-oxopyridin-3-yl)-4-(trans-4-hydroxycyclohexyl)oxyphenyl]methanesulfonamide CN1C=C(C=C(C1=O)C)C=1C=C(C=CC1O[C@@H]1CC[C@H](CC1)O)NS(=O)(=O)C